4-(dimethylamino)-2-fluoro-N-[(1s,4s)-4-{[2-(trifluoromethyl)quinolin-4-yl]amino}cyclohexyl]benzamide CN(C1=CC(=C(C(=O)NC2CCC(CC2)NC2=CC(=NC3=CC=CC=C23)C(F)(F)F)C=C1)F)C